(1H-indol-3-yl)-6-(pyridin-3-yl)-3,4-dihydroisoquinoline-2(1H)-carboxamide N1C=C(C2=CC=CC=C12)C1N(CCC2=CC(=CC=C12)C=1C=NC=CC1)C(=O)N